C(C)(C)(C)OC(N(C)C=1C(=NC=CC1)NC1=NC(=NS1)C1=NC=C(C=C1)OC(C)C)=O tert-Butyl(2-((3-(5-isopropoxypyridin-2-yl)-1,2,4-thiadiazol-5-yl)amino)pyridine-3-yl)(methyl)carbamate